ClC1=CC2=C(N=C(S2)C(CCCC2=C(C=CC(=C2)OC)S(=O)(=O)N)CC)C=C1 (4-(6-Chlorobenzo[d]thiazol-2-yl)hexyl)-4-methoxybenzenesulfonamide